BrC1=CC=C(C=C1)[C@]12[C@](C3=C(C=NC=C3OC)O1)([C@@H]([C@@H]([C@H]2C2=CC=CC=C2)C(=O)OC)O)O |r| Rac-methyl (4bS,5R,6R,7S,7aR)-7a-(4-bromophenyl)-4b,5-dihydroxy-4-methoxy-7-phenyl-4b,6,7,7a-tetrahydro-5H-cyclopenta[4,5]furo[2,3-c]pyridine-6-carboxylate